monoglyceryl laurate C(CCCCCCCCCCC)(=O)OCC(O)CO